N-[2-(2-aminoethoxy)ethyl]-2-ethyl-4-[[3-[1-ethyl-3-(trifluoromethyl)pyrazol-4-yl]imidazo[1,2-a]pyrazin-8-yl]amino]benzamide formate C(=O)O.NCCOCCNC(C1=C(C=C(C=C1)NC=1C=2N(C=CN1)C(=CN2)C=2C(=NN(C2)CC)C(F)(F)F)CC)=O